(E)-N-(3-cyano-7-ethoxy-2-ethyl-4-(((tetrahydro-2H-pyran-4-yl)methyl)amino)quinolin-6-yl)-4-(dimethylamino)but-2-enamide C(#N)C=1C(=NC2=CC(=C(C=C2C1NCC1CCOCC1)NC(\C=C\CN(C)C)=O)OCC)CC